C(C)(=O)NCC1CCN(CC1)CC1=CC(=NC(=C1)C1=CC(=CC(=C1)Cl)Cl)OC=1C=NC(=NC1)N1CCN(CCC1)C(=O)OC(C)(C)C tert-butyl 4-(5-((4-((4-(acetamidomethyl) piperidin-1-yl) methyl)-6-(3,5-dichlorophenyl) pyridin-2-yl) oxy) pyrimidin-2-yl)-1,4-diazacycloheptane-1-carboxylate